3,4-bis(di-n-propylphosphino)-thiophene C(CC)P(C1=CSC=C1P(CCC)CCC)CCC